CN(CCC1=CN=C(N1)NC1=NC=C(C=N1)C(=O)OC)C Methyl 2-((5-(2-(dimethylamino)ethyl)-1H-imidazol-2-yl)amino)pyrimidine-5-carboxylate